ClC=1C=C(C=CC1)[C@H](C(=O)N1CC2=C(N=C(NC2=O)CC2=CC=CC3=CC=CC=C23)CC1)O (R)-6-(2-(3-chlorophenyl)-2-hydroxyacetyl)-2-(naphthalen-1-ylmethyl)-5,6,7,8-tetrahydropyrido[4,3-d]pyrimidin-4(3H)-one